BrC1=CC=CC2=C1SC=C2N(C)C 7-bromo-N,N-dimethylbenzo[b]thiophen-3-amine